C(C)C(CC1=C2C(=C(S1)CC(CCCC)CC)C(C=1C(=C(SC1C=1SC=CC1)C=1SC=CC1)C2=O)=O)CCCC 1,3-bis(2-ethylhexyl)-5,7-di(thiophen-2-yl)benzo[1,2-c:4,5-c']dithiophene-4,8-dione